C1(=CC2=C(C=C1)O2)C2=NC(=NC(=N2)C(Cl)(Cl)Cl)C(Cl)(Cl)Cl 2-(3,4-epoxyPhenyl)-4,6-bis(trichloromethyl)-s-triazine